5-(5-(4,4-difluoro-piperidine-1-carbonyl)pyridin-2-yl)-3-methyl-7-(trifluoro-methyl)benzofuran FC1(CCN(CC1)C(=O)C=1C=CC(=NC1)C=1C=C(C2=C(C(=CO2)C)C1)C(F)(F)F)F